CN1C(CC(CC1(C)C)N1C(C(CC1=O)CCCCCCCCCCCC)=O)(C)C N-(1,2,2,6,6-pentamethylpiperidin-4-yl)-n-dodecylsuccinimide